3-(3-((1r,3r,5s)-3-((5-cyclopropyl-3-(2,6-dichlorophenyl)isoxazol-4-yl)methoxy)-8-azabicyclo[3.2.1]octan-8-yl)-1,2,4-oxadiazol-5-yl)benzoic acid C1(CC1)C1=C(C(=NO1)C1=C(C=CC=C1Cl)Cl)COC1C[C@H]2CC[C@@H](C1)N2C2=NOC(=N2)C=2C=C(C(=O)O)C=CC2